BrCCOC1=CC(=C(N)C=C1)C(F)(F)F 4-(2-bromoethoxy)-2-(trifluoromethyl)aniline